BrC=1C=2N(C3=CC(=NC=C3C1)Cl)C=C(N2)C 4-bromo-8-chloro-2-methylimidazo[1,2-a][1,6]naphthyridine